C(C)(C)(C)OC(=O)N1CCN(CC1)C(=O)C1CC(C1)C1=CC=CC=2NC(N(C21)C)=O 4-((1R,3r)-3-(3-methyl-2-oxo-2,3-dihydro-1H-benzo[d]imidazole-4-yl)cyclobutane-1-carbonyl)piperazine-1-carboxylic acid tert-butyl ester